Cl.N1=CC(=CC=C1)C#N Pyridine-3-carbonitrile-hydrochloride